4,4-bis((8-fluorooctyl)oxy)butanoic acid FCCCCCCCCOC(CCC(=O)O)OCCCCCCCCF